5-(cyanomethyl)-5'-fluoro-6-methyl-2-oxo-2H-[1,3'-bipyridine]-3-carboxamide C(#N)CC=1C=C(C(N(C1C)C=1C=NC=C(C1)F)=O)C(=O)N